COC(=O)C1=C(C=2C(=NC(=CC2)C2CC2)N(C1=O)C=1C=NC(=CC1)C)N 4-Amino-7-cyclopropyl-1-(6-methylpyridin-3-yl)-2-oxopyrido[2,3-b]pyridine-3-carboxylic acid methyl ester